3-((2-methylbut-3-en-2-yl)oxy)-3-oxopropanoic acid CC(C)(C=C)OC(CC(=O)O)=O